C(CCCCC)C(CC=1C=C(SC1)[Sn](C)(C)C)CCCCCCCC (4-(2-hexyl-decyl)thiophene-2-yl)trimethylstannane